(2S)-N-(6-methoxy-2,3,4,9-tetrahydro-1H-carbazol-1-yl)-2-(1H-tetrazol-1-yl)propionamide COC=1C=C2C=3CCCC(C3NC2=CC1)NC([C@H](C)N1N=NN=C1)=O